1,13-bis(cyclohexylthio)-7-hydroxytridecane-2,12-diylbis(decanoate) C1(CCCCC1)SCC(CCCCC(CCCCC(CSC1CCCCC1)CCCCCCCCCC(=O)[O-])O)CCCCCCCCCC(=O)[O-]